COC(C(C)C=1C(NC2=CC=NC=C2C1C)=O)=O.OC1=C(C(/C=C/C2=CC=CC=C2)=O)C=CC=C1 2'-Hydroxychalcone methyl-2-(4-methyl-2-oxo-1H-1,6-naphthyridin-3-yl)propanoate